CC1(OC=2C(=NC=CC2)OC1)C 2,2-dimethyl-2,3-dihydro-[1,4]dioxino[2,3-b]pyridine